(S)-piperidin-3-ylmethanol N1C[C@H](CCC1)CO